1-(3,4-dichlorophenyl)-N-(2-(4-ethylpiperazin-1-yl)-5-(4-(4-((6-(trifluoromethyl)-pyridazin-3-yl)oxy)phenyl)piperidine-1-carbonyl)phenyl)methanesulfonamide ClC=1C=C(C=CC1Cl)CS(=O)(=O)NC1=C(C=CC(=C1)C(=O)N1CCC(CC1)C1=CC=C(C=C1)OC=1N=NC(=CC1)C(F)(F)F)N1CCN(CC1)CC